ClC1=C(C(=CC=C1Cl)OC)[C@@H]1CCN2C(CC(C[C@@H]2C1)=O)=O (8R,9aS)-8-(2,3-dichloro-6-methoxyphenyl)-hexahydro-1H-quinolizine-2,4-dione